[Co+3].C12=CC=C(N1)C=C1C=CC(=N1)C=C1C=CC(N1)=CC=1C=CC(N1)=C2 porphyrin cobalt (III)